8-(5-chloro-3-fluoropyridin-2-yl)-5-(4-(trifluoromethyl)benzyl)-2-oxa-5,8-diazaspiro[3.5]nonane-6,9-dione ClC=1C=C(C(=NC1)N1CC(N(C2(COC2)C1=O)CC1=CC=C(C=C1)C(F)(F)F)=O)F